N-methyl-N-nitroso-3-(trifluoromethyl)benzenesulfonamide CN(S(=O)(=O)C1=CC(=CC=C1)C(F)(F)F)N=O